NC1=CC=C(C=C1)N1CCN(CC1)C(=O)[O-] 4-(4-aminophenyl)piperazine-1-carboxylate